ClC1=C2N(C=NC2=NC=N1)CC#C 6-Chloro-7-(prop-2-yn-1-yl)-7H-purine